C1(CCCC1)[Si](OC)(CC)CC cyclopentyl-diethyl-methoxysilane